tricarbonyl-nitrosylCobalt C(=O)=[Co](N=O)(=C=O)=C=O